NC(C#CC1=CC2=C(OC[C@@H](C(N2C)=O)NC(C2=NC=CC(=C2)OC2=CC=CC=C2)=O)C=C1)(C)C (S)-N-(7-(3-amino-3-methylbut-1-yn-1-yl)-5-methyl-4-oxo-2,3,4,5-tetrahydrobenzo[b][1,4]oxazepin-3-yl)-4-phenoxypicolinamide